4-[2-(4-aminopiperidin-1-yl)-5-(2-methylpyrazolo[4,3-b]pyridin-5-yl)pyrimidin-4-yl]benzonitrile NC1CCN(CC1)C1=NC=C(C(=N1)C1=CC=C(C#N)C=C1)C=1C=CC=2C(N1)=CN(N2)C